C(#N)C1=NC=CC=C1S(=O)(=O)NC Cyano-N-methylpyridine-3-sulfonamide